FC1=C(C=CC(=C1)O)NC(=O)NC1=CC=CC=C1 1-(2-fluoro-4-hydroxyphenyl)-3-phenylurea